C(C)(C)(C)OC(N[C@]1([C@@H](C1)C=C)CO)=O ((1R,2S)-1-(hydroxymethyl)-2-vinylcyclopropyl)carbamic acid tert-butyl ester